6-(2,2-difluoroethyl)-N-{5H,6H,7H,8H-pyrido[3,4-d]pyrimidin-2-yl}-5,6,7,8-tetrahydro-1,6-naphthyridin-3-amine FC(CN1CC=2C=C(C=NC2CC1)NC=1N=CC2=C(N1)CNCC2)F